(R)-2-Cyclopropyl-6,7-dimethoxy-N-(1-(3-(1-methyl-1H-pyrazol-4-yl)phenyl)ethyl)quinazoline-4-amine C1(CC1)C1=NC2=CC(=C(C=C2C(=N1)N[C@H](C)C1=CC(=CC=C1)C=1C=NN(C1)C)OC)OC